C1(CC1)N1N=C2N=C(C=NC2=C1)N[C@@H](C)C=1C=C(C=CC1F)NC(=O)C1=CN=C(S1)C(F)(F)F (S)-N-(3-(1-((2-cyclopropyl-2H-pyrazolo[3,4-b]pyrazin-6-yl)amino)ethyl)-4-fluorophenyl)-2-(trifluoromethyl)thiazole-5-carboxamide